2-(3-(1-((2R,5S)-4-(8-(cyanomethyl)-9-ethyl-3-methyl-2-oxo-3,9-dihydro-2H-purin-6-yl)-2,5-dimethylpiperazin-1-yl)ethyl)phenyl)-2-methylpropanenitrile C(#N)CC=1N(C=2N(C(N=C(C2N1)N1C[C@H](N(C[C@@H]1C)C(C)C=1C=C(C=CC1)C(C#N)(C)C)C)=O)C)CC